2-(2-methylpyrimidin-5-yl)morpholinemyristoleic acid CC1=NC=C(C=N1)C1CN(CCO1)CCCC\C=C/CCCCCCCC(=O)O